t-Butyl 8-bromo-6-(((trifluoromethyl) sulfonyl) oxy)-3,4-dihydroisoquinoline-2(1H)-carboxylate BrC=1C=C(C=C2CCN(CC12)C(=O)OC(C)(C)C)OS(=O)(=O)C(F)(F)F